COCCOC=1C=C(CN(C(=O)N)CC2=CC(=CC=C2)OCCOC)C=CC1 1,1-bis(3-(2-methoxyethoxy)benzyl)urea